C(C)NC1CCN(CC1)C1=C(C=C(C=C1)C1=CC=C2N=CC=3N(C2=C1)C(=NN3)N3C[C@@H](N([C@@H](C3)C)C)C)C(F)(F)F n-ethyl-1-(2-(trifluoromethyl)-4-(1-((3S,5R)-3,4,5-trimethylpiperazin-1-yl)-[1,2,4]triazolo[4,3-a]quinoxalin-8-yl)phenyl)piperidin-4-amine